N1CC(C1)N1CCCC2=CC(=CC(=C12)C1=C2C(=NC=C1)C=C(S2)CN2C(N(C=CC2=O)C)=O)Cl 3-[[7-[1-(azetidin-3-yl)-6-chloro-3,4-dihydro-2H-quinolin-8-yl]thieno[3,2-b]pyridin-2-yl]methyl]-1-methyl-pyrimidine-2,4-dione